BrCC1=C(C(=O)OC)C=CC(=N1)C1=CC(=CC=C1)F methyl 2-bromomethyl-6-(3-fluoro-phenyl)-nicotinate